C(C)(C)(C)NC=1N(C(=CC1C(=O)OC)C)C1=CC=CC=C1 methyl 2-(tert-butylamino)-5-methyl-1-phenyl-1H-pyrrole-3-carboxylate